CN(C)CC1=CC=C(C=C1)[S@](=O)(N)=NC(NC1=C2CCC2=CC=2CCC12)=O (S)-4-((dimethylamino)methyl)-N'-(tricyclo[6.2.0.03,6]deca-1,3(6),7-trien-2-ylcarbamoyl)benzenesulfonimidamide